3-(3'-hydroxycarbonylpropyl)-2-thioxothiazolidin-4-one OC(=O)CCCN1C(SCC1=O)=S